(R/S)-4-(3-(2-bromo-5-ethoxyphenyl)piperazin-1-yl)-6-isopropylpyrimidin-2-amine BrC1=C(C=C(C=C1)OCC)[C@@H]1CN(CCN1)C1=NC(=NC(=C1)C(C)C)N |r|